O1C(OCC1)C=1C=CC(=NC1)NC1=C(C=CC(=C1)F)OC [5-(1,3-Dioxolan-2-yl)pyridin-2-yl]-5-fluoro-2-methoxyaniline